[Br-].C1(=CC=CC2=CC=CC=C12)CN1C=NC(=C1C1=CC=C(C=C1)F)C1=CC=C(C=C1)F N3-(1'-naphthylmethyl)-4,5-bis(4'-fluorophenyl)imidazole bromide